1-(2,4,5-trifluorobenzyl)-1,3,5-triazine-2,4(1h,3h)-dione FC1=C(CN2C(NC(N=C2)=O)=O)C=C(C(=C1)F)F